butyl 2,5-diazaspiro[3.4]octane-5-carboxylate C1NCC12N(CCC2)C(=O)OCCCC